O(C1=CC=CC=C1)C1=CC=CC=2C(C3=C(C=CC=C3C(C12)=O)OC1=CC=CC=C1)=O 1,5-diphenoxyanthraquinone